tert-Butyl (3S,4R)-3-((2-fluoro-9-isopropyl-9H-purin-6-yl)amino)-4-methylpyrrolidine-1-carboxylate FC1=NC(=C2N=CN(C2=N1)C(C)C)N[C@@H]1CN(C[C@H]1C)C(=O)OC(C)(C)C